(pyrrolidin-1-yl)phosphanium N1(CCCC1)[PH3+]